(4-(2-(2,6-dioxopiperidin-3-yl)-1-oxoisoindolin-4-yl)-2-methylbut-3-en-2-yl)picolinamide O=C1NC(CCC1N1C(C2=CC=CC(=C2C1)C=CC(C)(C)C=1C(=NC=CC1)C(=O)N)=O)=O